C(C1=CC=CC=C1)(=O)OC(C)C(C(C)OC(C1=CC=CC=C1)=O)(C)C 3,3-Dimethyl-2,4-pentanediol dibenzoate